2-(8-Fluoro-6-(5-fluoro-2-((5-(piperazin-1-yl)pyridin-2-yl)amino)pyrimidin-4-yl)-2-methylquinolin-4-yl)propan-2-ol FC=1C=C(C=C2C(=CC(=NC12)C)C(C)(C)O)C1=NC(=NC=C1F)NC1=NC=C(C=C1)N1CCNCC1